(2-methyl-2H-tetrazol-5-yl)(piperazin-1-yl)methanone 2,2,2-trifluoroacetate FC(C(=O)O)(F)F.CN1N=C(N=N1)C(=O)N1CCNCC1